triphenylsulfonium 4-(2,4,6-trinorbornyl-benzenesulfonyloxy)benzenesulfonate C12(CCC(CC1)C2)C2=C(C(=CC(=C2)C21CCC(CC2)C1)C12CCC(CC1)C2)S(=O)(=O)OC2=CC=C(C=C2)S(=O)(=O)[O-].C2(=CC=CC=C2)[S+](C2=CC=CC=C2)C2=CC=CC=C2